4-fluoro-2-methylbenzenesulfonyl chloride FC1=CC(=C(C=C1)S(=O)(=O)Cl)C